N-(4-methoxy-5-((6-((R)-3-(3-methoxyphenyl)-isoxazolidine-2-yl)pyrimidine-4-yl)amino)-2-(4-(4-methylpiperazine-1-yl)piperidine-1-yl)phenyl)acrylamide COC1=CC(=C(C=C1NC1=NC=NC(=C1)N1OCC[C@@H]1C1=CC(=CC=C1)OC)NC(C=C)=O)N1CCC(CC1)N1CCN(CC1)C